BrC1=NN(C(=C1)C(=O)NC1=C(C=C(C=C1C(=S)NC)Cl)C)C1=NC=CC=C1Cl 3-bromo-N-[4-chloro-2-methyl-6-[(methylamino)thioxomethyl]-phenyl]-1-(3-chloro-2-pyridinyl)-1H-pyrazole-5-carboxamide